COC1=C(C=CC(=C1)C)C1=C2C(=C(N=N1)NC1C[C@H]3CC[C@H](C1)O3)C=NC=C2 1-(2-methoxy-4-methylphenyl)-N-[(1R,5R)-8-oxabicyclo[3.2.1]octan-3-yl]pyrido[3,4-d]pyridazin-4-amine